C(C)(C)(C)OC(=O)O[C@@H]1[C@H]([C@H](N(C1)C(=O)OC(C)(C)C)CC1=CC=C(C=C1)OC)OC(NCC=1NN=CC1)=O tert-butyl (2R,3S,4S)-4-[(tert-butoxycarbonyl) oxy]-2-[(4-methoxyphenyl)methyl]-3-{[(2H-pyrazol-3-ylmethyl)carbamoyl]oxy}pyrrolidine-1-carboxylate